2-(2-(cyclopropanesulfonamido)pyrimidin-4-yl)-N-(4-(5-isopropoxypyridin-3-yl)phenyl)butanamide C1(CC1)S(=O)(=O)NC1=NC=CC(=N1)C(C(=O)NC1=CC=C(C=C1)C=1C=NC=C(C1)OC(C)C)CC